CC1=CC=C(C=C1)S(=O)(=O)O.C(C)N1CCOCC1 N-ethylmorpholine p-toluenesulfonate